O=C1NC(CCC1N1CC=2C(C1=O)=CSC2CNC(C(C2=CC=C(C=C2)C2(CC2)C(F)(F)F)=O)=O)=O N-((5-(2,6-dioxopiperidin-3-yl)-4-oxo-5,6-dihydro-4H-thieno[3,4-c]pyrrol-1-yl)methyl)-2-oxo-2-(4-(1-(trifluoromethyl)cyclopropyl)phenyl)acetamide